NC1=NC2=CC=C(C=C2C=C1C)C(=O)N(C(C)C1=NC=CC=N1)CC1=NC=C(C=C1C)Br 2-Amino-N-((5-bromo-3-methylpyridin-2-yl)methyl)-3-methyl-N-(1-(pyrimidin-2-yl)ethyl)quinoline-6-carboxamide